1,8-dimethylfluorene CC1=CC=CC=2C3=CC=CC(=C3CC12)C